methyl-4-(methylsulfonyl)pyridazine-3-carboxamide CC=1C(=C(N=NC1)C(=O)N)S(=O)(=O)C